iron phosphate fluorine [F].P(=O)([O-])([O-])[O-].[Fe+3]